2-[3-(1-deuterio-1-methyl-ethyl)-5-(4-fluorophenyl)imidazol-4-yl]-N-[4-(4-ethylpiperazin-1-yl)phenyl]-1H-imidazole-4-carboxamide [2H]C(C)(C)N1C=NC(=C1C=1NC=C(N1)C(=O)NC1=CC=C(C=C1)N1CCN(CC1)CC)C1=CC=C(C=C1)F